[7-(2,5-difluoro-phenyl)-4-methoxy-thiazolo[4,5-c]pyridin-2-yl]-amid FC1=C(C=C(C=C1)F)C=1C2=C(C(=NC1)OC)N=C(S2)[NH-]